1-(4-(6-Chlorohex-1-yn-1-yl)phenyl)ethan-1-one ClCCCCC#CC1=CC=C(C=C1)C(C)=O